mercaptophenylacetonitrile SC(C#N)C1=CC=CC=C1